CC1(CCC2C(CCC(=CC12)C(C)C)=C)O 1-methyl-4-methylidene-7-propan-2-yl-2,3,3a,5,6,8a-hexahydroazulen-1-ol